1,1-bis(4-chlorophenyl)ethane ClC1=CC=C(C=C1)C(C)C1=CC=C(C=C1)Cl